(2R,5S)-benzyl 2-(3-(1-(tert-butoxycarbonyl)-2,5-dihydro-1H-pyrrol-3-yl)phenyl)-5-methylpiperidine-1-carboxylate C(C)(C)(C)OC(=O)N1CC(=CC1)C=1C=C(C=CC1)[C@@H]1N(C[C@H](CC1)C)C(=O)OCC1=CC=CC=C1